1-(6-(4-(5-chloro-6-methyl-1H-indazol-4-yl)-5-methyl-3-(1-methyl-1H-indazol-5-yl)-1H-pyrazol-1-yl)-2-azaspiro[3.3]heptan-2-yl)prop-2-en-1-one ClC=1C(=C2C=NNC2=CC1C)C=1C(=NN(C1C)C1CC2(CN(C2)C(C=C)=O)C1)C=1C=C2C=NN(C2=CC1)C